COC=1C=C(C=CC1)C(C)(C)C=1C=C(N)C=CC1 3-(2-(3-Methoxyphenyl)propan-2-yl)aniline